N-[5-(o-tolyl)-4-phenoxy-pyrimidin-2-yl]benzenesulfonamide C1(=C(C=CC=C1)C=1C(=NC(=NC1)NS(=O)(=O)C1=CC=CC=C1)OC1=CC=CC=C1)C